(R)-6-cyclopropyl-4-((1-(3-(difluoromethyl)-2-fluorophenyl)ethyl)amino)-1-(pyrrolidin-1-yl)pyrido[3,4-d]pyridazin-7(6H)-one C1(CC1)N1C=C2C(=NN=C(C2=CC1=O)N1CCCC1)N[C@H](C)C1=C(C(=CC=C1)C(F)F)F